7-[5-(benzyloxy)bicyclo[3.1.1]heptan-1-yl]-3-chloro-7H-pyrrolo[2,3-c]pyridazine C(C1=CC=CC=C1)OC12CCCC(C1)(C2)N2C=CC1=C2N=NC(=C1)Cl